C(C)OC1=CC=C(C=C1)C=1N=C(C2=CC=CC=C2C1)C(=O)NC1CCC(CC1)=O 3-(4-ethoxyphenyl)-N-(4-oxocyclohexyl)isoquinoline-1-carboxamide